C1(CC(C(CC1)C(C)C)OC(CCC(=O)OC1CC(CCC1C(C)C)C)=O)C Dimenthylsuccinat